1-(5-nitroindolin-1-yl)ethanone [N+](=O)([O-])C=1C=C2CCN(C2=CC1)C(C)=O